C(=O)(OCC1C2=CC=CC=C2C2=CC=CC=C12)N1C(NC=C1)=O 1-Fmoc-2-oxoimidazole